O=C1NC(CCC1C1=CC2=CN(N=C2C=C1)CC1CCCCC1)=O (1R,4R)-4-((5-(2,6-DIOXOPIPERIDIN-3-YL)-2H-INDAZOL-2-YL)METHYL)CYCLOHEXANE